NC1=C(C=C(C=N1)NC(C(N1[C@H](CCCC1)C=1SC=CC1)=O)=O)C N-(6-Amino-5-methyl-3-pyridyl)-2-oxo-2-[(2R)-2-(2-thienyl)-1-piperidyl]acetamide